6-((4-((4-(decyloxy)-4-oxobutyl)(2-hydroxyethyl)amino)butyl)amino)hexanoic acid heptadecan-9-yl ester CCCCCCCCC(CCCCCCCC)OC(CCCCCNCCCCN(CCO)CCCC(=O)OCCCCCCCCCC)=O